1-(4,6-dichloro-5-hydroxypicolinoyl)-N-(2-(trifluoromethoxy)benzyl)piperidine-2-carboxamide ClC1=CC(=NC(=C1O)Cl)C(=O)N1C(CCCC1)C(=O)NCC1=C(C=CC=C1)OC(F)(F)F